Trans-4-(2-(2-hydroxyphenyl)-6-(benzenesulfonyl)imidazo[4,5-d]pyrrolo[2,3-b]pyridine-1(6H)-yl)cyclohexanecarbonitrile OC1=C(C=CC=C1)C1=NC=2C(=C3C(=NC2)N(C=C3)S(=O)(=O)C3=CC=CC=C3)N1[C@@H]1CC[C@H](CC1)C#N